BrC=1C=CC2=C(C=3N(C=4C=CC=NC24)C=CN3)C1 11-bromobenzo[c]imidazo[1,2-a][1,5]naphthyridine